NC1=C(C=C(C=N1)NC(C(=O)N1[C@H](CC[C@@H](C1)C)C1=CC2=C(NN=C2)S1)=O)C N-(6-amino-5-methyl-3-pyridyl)-2-[(2R,5S)-5-methyl-2-(1H-thieno[2,3-c]pyrazol-5-yl)-1-piperidyl]-2-oxo-acetamide